4-methoxy-4-(trifluoromethyl)cyclohexan-1-one COC1(CCC(CC1)=O)C(F)(F)F